C(C)OC(C1=NC(=CC(=C1)N)C(F)(F)F)=O 4-amino-6-(trifluoromethyl)picolinic acid ethyl ester